FC1=CC=C2C=C(C(=NC2=C1F)C)N(C)C1=C(C=CC=C1)C1=NN(C=C1)C(C)C 7,8-difluoro-N-[2-(1-isopropylpyrazol-3-yl)phenyl]-N,2-dimethyl-quinolin-3-amine